S1C(=NC2=C1C=CC=C2)C2=NN=C1N2CCN([C@@H]1C)C(=O)C1=CC=C(C=C1)C=1SC=CC1 (R)-(3-(Benzo[d]thiazol-2-yl)-8-methyl-5,6-dihydro-[1,2,4]triazolo[4,3-a]pyrazin-7(8H)-yl)(4-(thien-2-yl)phenyl)methanone